C(C)(C)C1=CC=C(C=C1)C1=CC(=NN1)C1=CC=C(C(=O)O)C=C1 (4-(5-(4-isopropylphenyl)-1H-pyrazol-3-yl))benzoic acid